C(C)(C)OC([C@H](CC1=CC(=CC=C1)S(=O)(=O)C)NC(=O)C1=C(C2=C(C(=NS2)NCC2=CC=C(C=C2)CO)C=C1Cl)Cl)=O (s)-2-(5,7-dichloro-3-((4-hydroxymethylbenzyl)amino)benzisothiazole-6-carboxamido)-3-(3-(methylsulfonyl)phenyl)propanoic acid isopropyl ester